lithium 2-amino-2-(4-chloro-3-(trifluoromethoxy)phenyl)acetate NC(C(=O)[O-])C1=CC(=C(C=C1)Cl)OC(F)(F)F.[Li+]